C(C)(C)(C)NC(=O)NC=1C=C2C=CC(=NC2=CC1)C1=CC=CC=C1 1-(Tert-butyl)-3-(2-phenylquinolin-6-yl)urea